4'-(4,4-difluoropiperidin-1-yl)-[1,1'-biphenyl] FC1(CCN(CC1)C1=CC=C(C=C1)C1=CC=CC=C1)F